N'-((6-ethyl-1H-indazol-7-yl)carbamoyl)-2-(2-hydroxy-propan-2-yl)thiazole-5-sulfonimidamide C(C)C1=CC=C2C=NNC2=C1NC(=O)N=S(=O)(N)C1=CN=C(S1)C(C)(C)O